1-[5-chloro-2-(2-fluoro-4-pyridinyl)-6-oxo-1H-pyrimidin-4-yl]-1,4-diazepan-5-one ClC1=C(N=C(NC1=O)C1=CC(=NC=C1)F)N1CCNC(CC1)=O